3-(5-(((1S,2S)-2-(diethylamino)cyclopentyl)oxy)-4-fluoro-1-oxoisoindolin-2-yl)piperidine-2,6-dione C(C)N([C@@H]1[C@H](CCC1)OC=1C(=C2CN(C(C2=CC1)=O)C1C(NC(CC1)=O)=O)F)CC